(7-ethoxy-6-methoxy-1-(2-(5-methoxy-1H-indol-3-yl)ethyl)-3,4-dihydroisoquinolin-2(1H)-yl)(pyrrolidin-1-yl)methanone C(C)OC1=C(C=C2CCN(C(C2=C1)CCC1=CNC2=CC=C(C=C12)OC)C(=O)N1CCCC1)OC